sodium myristoyl prolinate N1[C@@H](CCC1)C(=O)OC(CCCCCCCCCCCCC)=O.[Na]